1-methylene-2,4,6-trimethylbenzene C=C1C(C=C(C=C1C)C)C